CC1=C(C(N(O1)CC)C1=CC=CC=C1)C methyl-2-ethyl-methyl-phenyl-isoxazole